COC(CC1NC(CC=2C3=CC=CC=C3NC12)C(=O)OCC1=CC=CC=C1)OC Benzyl 1-(2,2-dimethoxyethyl)-2,3,4,9-tetrahydro-beta-carboline-3-carboxylate